C(C)N1N=C(C2=C1C(NCC1(CCOCC1)C2)=O)C[C@H](COC(=O)C2=CN=CS2)C Thiazole-5-carboxylic acid [(2R)-3-(1-ethyl-8-oxo-spiro[6,7-dihydro-4H-pyrazolo[3,4-c]azepin-5,4'-tetrahydropyran]-3-yl)-2-methyl-propyl] ester